N-(4-aminobutyl)-2-(5-nitro-1,3-dioxoisoindol-2-yl)acetamide NCCCCNC(CN1C(C2=CC=C(C=C2C1=O)[N+](=O)[O-])=O)=O